FC(C1=NN=C(S1)N1C(NC2=C1C=CC(=C2)F)=O)F 3-[5-(difluoromethyl)-1,3,4-thiadiazol-2-yl]-6-fluoro-1H-benzimidazol-2-one